5-bromo-2-(2-methyl-1,3-dioxolan-2-yl)thiazole BrC1=CN=C(S1)C1(OCCO1)C